CC(C)(C)[S@@](=O)N[C@H](C)C1=C(C(=CC=C1)S(=O)(=O)C)C (R)-2-methyl-N-((R)-1-(2-methyl-3-(methylsulfonyl)phenyl)ethyl)propane-2-sulfinamide